OC=1C=C(C=CC1)NC(CC1=CC=2NC3=CC(=CC=C3C2C=C1)C)=O N-(3-hydroxyphenyl)-2-(7-methyl-9H-carbazol-2-yl)acetamide